5-Anilino-1-cyclopentyl-3-[4-[[(2-methoxybenzoyl)amino]methyl]phenyl]pyrazole-4-carboxamide N(C1=CC=CC=C1)C1=C(C(=NN1C1CCCC1)C1=CC=C(C=C1)CNC(C1=C(C=CC=C1)OC)=O)C(=O)N